CC1(OCC(O1)CNC(=O)C1=C(N(C2=NC=CC=C21)C)NC2=C(C=C(C=C2)I)F)C N-((2,2-dimethyl-1,3-dioxolan-4-yl)methyl)-2-((2-fluoro-4-iodophenyl)-amino)-1-methyl-1H-pyrrolo[2,3-b]pyridine-3-carboxamide